N-[(1R,3S)-3-{[6-chloro-2-(trifluoromethyl)quinolin-4-yl]amino}cyclohexyl]-1-(1-methylpiperidin-4-yl)-1H-pyrazole-4-carboxamide ClC=1C=C2C(=CC(=NC2=CC1)C(F)(F)F)N[C@@H]1C[C@@H](CCC1)NC(=O)C=1C=NN(C1)C1CCN(CC1)C